1-hydroxyethyl-2-palmitylimidazoline OC(C)N1C(=NCC1)CCCCCCCCCCCCCCCC